ClCC(=O)NCCCCCNC1=NC2=CC(=C(C=C2C(=N1)NC1CCN(CC1)C)OC)OC 2-chloro-N-(5-((6,7-dimethoxy-4-((1-methylpiperidin-4-yl)amino)quinazolin-2-yl)amino)pentyl)acetamide